N=1C=NN2C1C=CC(=C2)C2=CNC=1N=C(N=CC12)NC1CC(C1)(O)C 3-((5-([1,2,4]triazolo[1,5-a]pyridin-6-yl)-7H-pyrrolo[2,3-d]pyrimidin-2-yl)amino)-1-methylcyclobutan-1-ol